4-[3-[(2-hydroxyethyl)(methyl)amino]phenoxy]butan-1-ol OCCN(C=1C=C(OCCCCO)C=CC1)C